CC1=C(C(=O)NC=2C=C(C=CC2C(F)(F)F)[C@@H]2[C@@H](C2)C(=O)O)C(=CC(=C1)CCCC1=CC=CC=C1)C (1R,2S)-2-[3-{[2,6-dimethyl-4-(3-phenylpropyl)benzoyl]amino}-4-(trifluoromethyl)phenyl]cyclopropanecarboxylic acid